CC1(C=2C=CC=CC2C=2C3=C(C(=CC12)N=O)C=CC=C3)C 7,7-dimethyl-5-nitroso-7H-benzo[c]fluorene